(S)-3-(4-amino-2-chloro-4,6-dihydrospiro[cyclopenta[d]thiazol-5,4'-piperidin]-1'-yl)-6-((2-amino-3-chloropyridin-4-yl)thio)pyrazine-2-carboxamide N[C@@H]1C=2N=C(SC2CC12CCN(CC2)C=2C(=NC(=CN2)SC2=C(C(=NC=C2)N)Cl)C(=O)N)Cl